C(C)(C)(C)N(C(O)=O)CC1(CCCC1)COCCCC.CC(C)(CCC(C)(OOC(C)(C)C)C)OOC(C)(C)C 2,5-Dimethyl-2,5-bis(t-butylperoxy)hexane tert-butyl-{[1-(butoxymethyl)cyclopentyl]methyl}carbamate